(2,5-difluorophenyl)methanamine FC1=C(C=C(C=C1)F)CN